BrC=1C(=NC(=NC1/N=C/N(C)C)SC)N1CC2CCC(C1)N2C(=O)OC(C)(C)C tert-butyl 3-[5-bromo-6-{(E)-[(dimethylamino)methylene]amino}-2-(methylsulfanyl)pyrimidin-4-yl]-3,8-diazabicyclo[3.2.1]octane-8-carboxylate